1-cyclopropyl-3-(methylamino)-4-nitro-6-(trifluoromethyl)pyridin-2-one C1(CC1)N1C(C(=C(C=C1C(F)(F)F)[N+](=O)[O-])NC)=O